BrC1=CC(=C(C(=C1)OC[C@@H]1CNCCC1)C1=CC(=NN1)NC=1N=CC(=NC1)C#N)F (S)-5-((5-(4-bromo-2-fluoro-6-(piperidin-3-ylmethoxy)phenyl)-1H-pyrazol-3-yl)amino)pyrazine-2-carbonitrile